FC1=C(C=CC=C1)S(=O)(=O)CC=1C=NN(C1)C 4-(((2-fluorophenyl)sulfonyl)methyl)-1-methyl-1H-pyrazole